NC=1N=CN(C1)C1=CC(=C(C#N)C=C1)OC 4-(4-amino-1H-imidazol-1-yl)-2-methoxybenzonitrile